N-(PHENYL)-2-METHYLPROPANAMIDE C1(=CC=CC=C1)NC(C(C)C)=O